[(1S,2S)-2-(2,4-diethylphenyl)-1-ethyl-propyl] (2S)-2-[(3-acetoxy-4-methoxy-pyridine-2-carbonyl)amino]propanoate C(C)(=O)OC=1C(=NC=CC1OC)C(=O)N[C@H](C(=O)O[C@H]([C@@H](C)C1=C(C=C(C=C1)CC)CC)CC)C